1-[4-(2-{4-[2-(4-dihexylaminophenyl)-vinyl]-phenyl}-vinyl)-phenyl]-2,2,2-trifluoroethanone C(CCCCC)N(C1=CC=C(C=C1)C=CC1=CC=C(C=C1)C=CC1=CC=C(C=C1)C(C(F)(F)F)=O)CCCCCC